C(C=C)OCC1=C(C=CC(=C1)C(F)(F)F)Br 2-((allyloxy)methyl)-1-bromo-4-(trifluoromethyl)benzene